BrC1=CC=C(C=C1)S(=O)(=O)N[C@H](C(=O)NC1=CC=C(C=C1)N1CCOCC1)CC(C)C (S)-2-(4-bromophenylsulphonamido)-4-methyl-N-(4-morpholinophenyl)pentanoamide